BrCCCCC(C)(C)C=1C=C(C=2[C@H]3[C@H](C(OC2C1)(C)C)CC=C(C3)C)O (6Ar,10aR)-3-(6-bromo-2-methylhexan-2-yl)-6,6,9-trimethyl-6a,7,10,10a-tetrahydrobenzo[c]chromen-1-ol